2-(p-t-butylphenyl)-1,3-dimethoxypropane C(C)(C)(C)C1=CC=C(C=C1)C(COC)COC